Cl.C1(CCCCC1)CN[C@@H]1C[C@@H](CC1)N(C=1C2=C(N=CN1)SC(=C2)CC(F)(F)F)C (1R,3S)-N3-(cyclohexylmethyl)-N1-methyl-N1-[6-(2,2,2-trifluoroethyl)thieno[2,3-d]pyrimidin-4-yl]cyclopentane-1,3-diamine hydrochloride